5-(2-(aminomethyl)phenyl)-N,N-dimethylpyrazin-2-amine 2,2,2-trifluoroacetate FC(C(=O)O)(F)F.NCC1=C(C=CC=C1)C=1N=CC(=NC1)N(C)C